OCC1=CC2=CC3=CC=CC=C3C=C2C=C1 2-(hydroxymethyl)anthracene